salicylic acid, ethylhexyl ester C(C=1C(O)=CC=CC1)(=O)OC(CCCCC)CC